OCC(C)=O hydroxypropan-2-one